FC(OC1=C(C=C(C=C1)C1CN(C1)C(=O)N1C[C@@H]2[C@@H](OCC(N2)=O)CC1)C(F)(F)F)(F)F (4aR,8aS)-6-(3-(4-(Trifluoromethoxy)-3-(trifluoromethyl)phenyl)azetidine-1-carbonyl)hexahydro-2H-pyrido[4,3-b][1,4]oxazin-3(4H)-one